NC1=NNC(=C1)C=1C(=CC=C2C=CC=NC12)OCCCNC(OC(C)(C)C)=O tert-butyl (3-{[8-(3-amino-1H-pyrazol-5-yl)quinolin-7-yl]oxy}propyl)carbamate